5-(4-((1-(2-(4-(1,2-bis(4-hydroxyphenyl)but-1-en-1-yl)phenoxy)ethyl)piperidin-4-yl)methyl)-3,5-dimethylpiperazin-1-yl)-2-(2,6-dioxopiperidin-3-yl)isoindoline-1,3-dione OC1=CC=C(C=C1)C(=C(CC)C1=CC=C(C=C1)O)C1=CC=C(OCCN2CCC(CC2)CN2C(CN(CC2C)C=2C=C3C(N(C(C3=CC2)=O)C2C(NC(CC2)=O)=O)=O)C)C=C1